diethyl-hexyl-naphthalindicarboxylic acid C(C)C=1C2=C(C(=C(C(=C2C=CC1)C(=O)O)C(=O)O)CCCCCC)CC